Tetraantimony hexaoxide O1[Sb]2O[Sb]3O[Sb]1O[Sb](O2)O3